3-chloro-7-((2R,4S)-2-(1-cyclopropyl-1H-pyrazol-4-yl)tetrahydro-2H-pyran-4-yl)-9-(3,4-difluorophenyl)-2-methyl-4H-pyrazino[1,2-a]pyrimidin-4-one ClC1=C(N=C2N(C1=O)C=C(N=C2C2=CC(=C(C=C2)F)F)[C@@H]2C[C@@H](OCC2)C=2C=NN(C2)C2CC2)C